C(CCCC(=O)O)(=O)O.[N+](=O)([O-])C1=C(C=CC=C1)N1C(=CC=C1)C=CC=NC(=NN)N N-{3-[1-(2-nitrophenyl)-1H-pyrrol-2-yl]-allylidene}-aminoguanidine glutaric acid salt